2,4-difluoro-6-nitrophenol FC1=C(C(=CC(=C1)F)[N+](=O)[O-])O